(E)-4-((4-(3-ethyl-2,6-dioxopiperidin-3-yl)phenyl)amino)-4-oxo-3-phenylbut-2-enoate C(C)C1(C(NC(CC1)=O)=O)C1=CC=C(C=C1)NC(/C(=C/C(=O)[O-])/C1=CC=CC=C1)=O